C(C)(C)(C)C=1C=C(C=C2C=CC(C=C2)=O)C=C(C1O)C(C)(C)C (3,5-di-tert-butyl-4-hydroxy-benzylidene)-cyclohexa-2,5-dienone